C(N)(=O)[C@H]1N2C(N([C@H](CC1)C2)OS(=O)(=O)OCC(C(=O)[O-])(C)C)=O (((((1R,2S,5R)-2-carbamoyl-7-oxo-1,6-diazabicyclo[3.2.1]oct-6-yl) oxy) sulfonyl) oxy)-2,2-dimethylpropanoate